Cl.OC1[C@@H](N)[C@@H](O)[C@H](O)[C@H](O1)CO D-mannosamine HCL